N-(3-Cyano-4-methyl-1H-indol-7-yl)-1H-pyrazol-4-sulfonamid C(#N)C1=CNC2=C(C=CC(=C12)C)NS(=O)(=O)C=1C=NNC1